tert-butyl 2-((2S,3S)-3-((tert-butoxycarbonyl)amino)-2-hydroxy-4-(4-iodophenyl)butyl)-2-(4-(1-(difluoromethyl)-1H-imidazol-4-yl)-2,6-difluorobenzyl)hydrazine-1-carboxylate C(C)(C)(C)OC(=O)N[C@H]([C@H](CN(NC(=O)OC(C)(C)C)CC1=C(C=C(C=C1F)C=1N=CN(C1)C(F)F)F)O)CC1=CC=C(C=C1)I